5-(1-methyl-1H-pyrazol-4-yl)-N-(2-cyano-3-(piperidin-3-yloxy)pyridin-5-yl)2-aminopyrimidine quinuclidin-3-yl-(2-(4'-fluoro-[1,1'-biphenyl]-3-yl)propan-2-yl)carbamate N12CC(C(CC1)CC2)N(C(O)=O)C(C)(C)C=2C=C(C=CC2)C2=CC=C(C=C2)F.CN2N=CC(=C2)C=2C=NC(N(C2)C=2C=C(C(=NC2)C#N)OC2CNCCC2)N